CN1N=CC2=C1N=C1N(C2=O)CCCC1=CC1=CC(=C(C(=C1)OC)OC)OC 1-methyl-9-(3,4,5-trimethoxybenzylidene)-6,7,8,9-tetrahydropyrazolo[3,4-d]pyrido[1,2-a]pyrimidin-4(1H)-one